ClC1=CC=C(C(=N1)N1CCC(CCC1)(F)F)C(=O)NC1=CC(=NC=C1)S(N)(=O)=O 6-chloro-2-(4,4-difluoroazepan-1-yl)-N-(2-sulfamoyl-4-pyridyl)pyridine-3-carboxamide